tert-butyl 4-(4-(2,6-dioxopiperidin-3-yl)phenyl)piperidine-1-carboxylate O=C1NC(CCC1C1=CC=C(C=C1)C1CCN(CC1)C(=O)OC(C)(C)C)=O